1-(3'-aminopropyl)-2-methylimidazole NCCCN1C(=NC=C1)C